2-(3-Oxa-6-azabicyclo[3.1.1]heptan-6-yl)-N-(2-((3-cyanobicyclo[1.1.1]pentan-1-yl)carbamoyl)-3,5-difluorophenyl)-6-methoxybenzo[d]thiazole-7-carboxamide C12COCC(N1C=1SC3=C(N1)C=CC(=C3C(=O)NC3=C(C(=CC(=C3)F)F)C(NC31CC(C3)(C1)C#N)=O)OC)C2